C1N(CC2=CC=CC=C12)CC=1C=CC(=C(C1)C(C)=O)OCC1CCC(CC1)S(=O)(=O)C 1-(5-(Isoindolin-2-ylmethyl)-2-((4-(methylsulfonyl)cyclohexyl)methoxy)-phenyl)ethan-1-one